[Si](C)(C)(C(C)(C)C)OCCOC=1C=C(C#N)C=CC1 3-(2-((T-Butyldimethylsilyl)oxy)ethoxy)benzonitrile